NC1=NC=2C=C(C=CC2C2=C1COC2)CN(C(=O)C=2C=NC(=CC2)C(F)(F)F)C=2C(=NC=CC2)S(=O)(=O)C N-({4-amino-1H,3H-furo[3,4-c]quinolin-7-yl}methyl)-N-(2-methanesulfonylpyridin-3-yl)-6-(trifluoromethyl)pyridine-3-carboxamide